CC=1C=C(C#N)C=CC1C1=NN=C(C2=CC=CC=C12)N[C@H]1CN(CCC1)C (R)-3-methyl-4-(4-((1-methylpiperidin-3-yl)amino)phthalazin-1-yl)benzonitrile